OCC1=CC=C(O1)C1=NC=2C(=C3C(=NC2)NC=C3)N1C1CN(CC1)CC#N 2-(3-(2-(5-(hydroxymethyl)furan-2-yl)imidazo[4,5-d]pyrrolo[2,3-b]pyridin-1(6H)-yl)pyrrolidin-1-yl)acetonitrile